ClC1=C(OC=2C=C3CCN(C(C3=CC2)=O)C=2C=NC=CC2)C(=CC(=C1)[N+](=O)[O-])Cl 6-(2,6-Dichloro-4-nitrophenoxy)-2-(pyridin-3-yl)-3,4-dihydroisoquinolin-1(2H)-one